[Si](C)(C)(C(C)(C)C)OCCN1C(C(CC1)N(C(=O)C=1N=C(SC1)C#C)C1=CC(=CC(=C1)OC)OC)=O N-(1-(2-((tert-Butyldimethylsilyl)oxy)ethyl)-2-oxopyrrolidin-3-yl)-N-(3,5-dimethoxyphenyl)-2-ethynylthiazole-4-carboxamide